CN1C(N(C(C1)=O)C1=C(C=C(C(=C1)C1=CN(C=2C(NC=CC21)=O)C)OC2=CC=CC=C2)C)=O 1-methyl-3-(2-methyl-5-(1-methyl-7-oxo-6,7-dihydro-1H-pyrrolo[2,3-c]pyridin-3-yl)-4-phenoxyphenyl)imidazoline-2,4-dione